COC(=C(C1=CC(=C(C=C1)OC)OC)OC)C1=NC(=NC(=N1)C(Cl)(Cl)Cl)C(Cl)(Cl)Cl dimethoxy[2-[2-(3,4-dimethoxyphenyl)vinyl]-4,6-bis(tris-chloromethyl)s-triazine]